C(CCC)C1=C(C(=NN1C(C)CC)CC(C)C)O 5-n-butyl-1-sec-butyl-3-isobutyl-4-hydroxy-pyrazole